(4-chloro-2-(2-hydroxybutyl)-3-methoxyphenyl)pivalamide ClC1=C(C(=C(C=C1)CC(C(=O)N)(C)C)CC(CC)O)OC